1,4,8,11-tetramethyl-1,4,8,11-tetraazacyclotetradecane CN1CCN(CCCN(CCN(CCC1)C)C)C